C(#N)/C(/C(=O)O)=C\C1=CN(C2=NC=CC=C21)CC2=CC(=CC(=C2)C(F)(F)F)OC (E)-2-cyano-3-(1-(3-methoxy-5-(trifluoromethyl)benzyl)-1H-pyrrolo[2,3-b]pyridin-3-yl)acrylic acid